1-(4-Fluoro-2-methoxyphenyl)ethan-1-ol FC1=CC(=C(C=C1)C(C)O)OC